N-((5-chloro-6-((3-methylisoxazol-5-yl)methoxy)-1H-indol-2-yl)methyl)-3-fluoroazetidine-1-carboxamide ClC=1C=C2C=C(NC2=CC1OCC1=CC(=NO1)C)CNC(=O)N1CC(C1)F